NC1=C(C(=NN1C)C1=CC(CC1)C=1N=C(SC1)C(F)(F)F)C(=O)NC1=CC(=C(C=C1)F)Cl 5-Amino-N-(3-chloro-4-fluorophenyl)-1-methyl-3-(3-(2-(trifluoromethyl)thiazol-4-yl)cyclopent-1-enyl)-1H-pyrazole-4-carboxamide